C=C1CC2(CC(CN2C1)=C)COC=1N=C(C2=C(N1)CN(CC2)C(=O)OC(C)(C)C)OC tert-butyl 2-((2,6-dimethylenetetrahydro-1H-pyrrolizin-7a(5H)-yl)methoxy)-4-methoxy-5,8-dihydropyrido[3,4-d]pyrimidine-7(6H)-carboxylate